CC1(C2(CCC(=C1)C2(C)C)C)N 2-methyl-2-azanobornene